C(C)(C)C1=NC=CC(=C1C=1C2=C(NC(N1)=O)N=CC=C2)C 4-(2-isopropyl-4-methylpyridin-3-yl)pyrido[2,3-d]pyrimidin-2(1H)-one